FC(CNC(CC1N(C(CC1)=O)CC1=C(C(=CC=C1)F)F)=O)F N-(2,2-difluoroethyl)-2-[1-[(2,3-difluorophenyl)methyl]-5-oxopyrrolidin-2-yl]acetamide